COC1=CC(=C2C=CC=NC2=C1)C1(CC1)NC(C1=C(C=CC(=C1)OCC1N(CC2=CC=CC=C2C1)C)C)=O N-(1-(7-Methoxyquinolin-5-yl)cyclopropyl)-2-methyl-5-((2-methyl-1,2,3,4-tetrahydroisoquinolin-3-yl)methoxy)benzamide